C(C)(=O)OCC1=CC(=C(C=C1)O)OC 4-hydroxy-3-methoxybenzyl acetate